N-[2,4-dimethyl-5-(1-oxa-2-azaspiro[4.4]non-2-en-3-yl)phenyl]-1,1,1-trifluoromethanesulfonamide CC1=C(C=C(C(=C1)C)C1=NOC2(C1)CCCC2)NS(=O)(=O)C(F)(F)F